COC[C@@H]1C=C[C@@H](O1)N1C(NC(C(=C1)C)=O)=O 1-[(2R,5S)-5-(methoxymethyl)-2,5-dihydrofuran-2-yl]-5-methyl-1,2,3,4-tetrahydropyrimidine-2,4-dione